ClC=1C(=NC(=NC1)NC1CCOCC1)C=1C=C2C(=NC1)CN(C2=O)[C@@H](C(=O)N[C@H](CO)C2=C(C=CC(=C2)C)F)C (2R)-2-(3-{5-chloro-2-[(oxan-4-yl)amino]pyrimidin-4-yl}-5-oxo-5H,6H,7H-pyrrolo[3,4-b]pyridin-6-yl)-N-[(1S)-1-(2-fluoro-5-methylphenyl)-2-hydroxyethyl]propanamide